3-((3aR,6aS)-5-(6-methyl-3-(1-methyl-1H-pyrazol-4-yl)-1H-indazol-5-yl)-3,3a,4,6a-tetrahydrocyclopenta[c]pyrrol-2(1H)-yl)tetrahydro-2H-thiopyran 1,1-dioxide CC1=C(C=C2C(=NNC2=C1)C=1C=NN(C1)C)C=1C[C@@H]2[C@@H](CN(C2)C2CS(CCC2)(=O)=O)C1